N1C=CC2=C1CCC(CCCC2)=O pyrrolocyclononane-8-one